ClC1=CC(=CC2=C1NC(=N2)C)CNC([C@H](C)NC(=O)[C@@H]2N(C[C@H](C2)C2=CC=CC=C2)C(=O)OC(C)(C)C)=O tert-butyl (2R,4R)-2-(((S)-1-(((7-chloro-2-methyl-1H-benzo[d]imidazol-5-yl) methyl) amino)-1-oxopropan-2-yl) carbamoyl)-4-phenylpyrrolidine-1-carboxylate